4-(4-bromo-3-fluorothiophene-2-yl)-4-oxobutyric acid methyl ester COC(CCC(=O)C=1SC=C(C1F)Br)=O